N-((1,2,3,5,6,7-hexahydro-s-indacen-4-yl)carbamoyl)-4-hydroxy-3-methyl-4,5,6,7-tetrahydrobenzofuran-2-sulfonamide C1CCC2=C(C=3CCCC3C=C12)NC(=O)NS(=O)(=O)C=1OC2=C(C1C)C(CCC2)O